6-((((1-(Fluoromethyl)cyclopropyl)methyl)amino)methyl)-3-(3-((1s,3s)-3-methyl-1-(4-methyl-4H-1,2,4-triazol-3-yl)cyclobutyl)phenyl)-8-(trifluoromethyl)quinazolin-4(3H)-one FCC1(CC1)CNCC=1C=C2C(N(C=NC2=C(C1)C(F)(F)F)C1=CC(=CC=C1)C1(CC(C1)C)C1=NN=CN1C)=O